C(#N)C1=C(SC2=C1C(=NC=C2F)C=2C1=C(C=3C=NC(=NC3C2F)N2C[C@H](CC2)N(C)CCO)COC1)NC(OC(C)(C)C)=O tert-Butyl (3-cyano-7-fluoro-4-(5-fluoro-3-((S)-3-((2-hydroxyethyl)(methyl)amino)pyrrolidin-1-yl)-7,9-dihydrofuro[3,4-f]quinazolin-6-yl)thieno[3,2-c]pyridin-2-yl)carbamate